taurine triethylamine salt C(C)N(CC)CC.NCCS(=O)(=O)O